OC(=O)C(F)(F)F.FC=1C=C(C=CC1F)C1C(C1)NCC=1N=CN(C1)CCCC1=CC=C(C(=O)NO)C=C1 4-(3-(4-(((2-(3,4-difluorophenyl)cyclopropyl)amino)methyl)-1H-imidazol-1-yl)propyl)-N-hydroxybenzamide TFA salt